N-Cyclopropyl-4-methyl-3-(1-trityl-1H-imidazol-4-yl)-benzamide C1(CC1)NC(C1=CC(=C(C=C1)C)C=1N=CN(C1)C(C1=CC=CC=C1)(C1=CC=CC=C1)C1=CC=CC=C1)=O